(2,2'-dimethyl-[1,1'-biphenyl]-3,3'-diyl)bis(5-(((2-hydroxyethyl)amino)methyl)-2-pyridinecarboxamide) CC1=C(C=CC=C1C=1C(=NC=C(C1)CNCCO)C(=O)N)C1=C(C(=CC=C1)C=1C(=NC=C(C1)CNCCO)C(=O)N)C